(2,3-difluoro-4'-propyl-[1,1'-biphenyl]-4-yl)boric acid FC1=C(C=CC(=C1F)OB(O)O)C1=CC=C(C=C1)CCC